2-amino-2-(4-aminocyclohexyl)-6-boronohexanoic acid NC(C(=O)O)(CCCCB(O)O)C1CCC(CC1)N